6-[5-(Butylthio)-7-[[2-(3,4-difluorophenyl)cyclopropyl]amino]-3H-1,2,3-triazolo[4,5-d]pyrimidin-3-yl]-tetrahydro-2,2-dimethyl-4H-cyclopenta-1,3-dioxol-4-ol C(CCC)SC=1N=C(C2=C(N1)N(N=N2)C2CC(C1C2OC(O1)(C)C)O)NC1C(C1)C1=CC(=C(C=C1)F)F